5-bromo-N-(2-methoxy-4-(4-(morpholin-4-yl)piperidin-1-yl)phenyl)pyrimidin-2-amine BrC=1C=NC(=NC1)NC1=C(C=C(C=C1)N1CCC(CC1)N1CCOCC1)OC